COC(=O)C=1C=CC2=C(N(C(=N2)CC2=CC(=C(C=C2)Br)F)CC2(CC2)CF)C1 2-(4-bromo-3-fluorobenzyl)-1-((1-(fluoromethyl)cyclopropyl)methyl)-1H-benzo[d]Imidazole-6-carboxylic acid methyl ester